C=C(C#CC1=CC=C(C=C1)CCCC)C1=CC=C(C=C1)CCCC 1,1'-(3-methylene-1-propyne-1,3-diyl)bis[4-butylbenzene]